C1(C=CC=C1)[Si](C)(C)Cl cyclopentadienyl-dimethylsilyl chloride